C(CCCC)(=O)[O-].[Sn+4].C(CCCC)(=O)[O-].C(CCCC)(=O)[O-].C(CCCC)(=O)[O-] tin valerate